N[C@H](CC)O (S)-aminopropanol